tert-Butyl 6-aminospiro[indoline-3,4'-tetrahydropyran]-1-carboxylate NC1=CC=C2C(=C1)N(CC21CCOCC1)C(=O)OC(C)(C)C